BrC1=C(C2=C(C=3C=CN(C3C=C2)S(=O)(=O)C2=CC=C(C)C=C2)CCC1)C1=CC=C(C=C1)O[C@@H]1CN(CC1)CCCF (S)-7-bromo-6-(4-((1-(3-fluoropropyl)pyrrolidin-3-yl)oxy)phenyl)-3-tosyl-3,8,9,10-tetrahydrocyclohepta[e]indole